BrC=1C(=NC=C(C1C#N)[N+](=O)[O-])N1[C@H](CN(CC1)C(=O)OC(C)(C)C)CO tert-butyl (R)-4-(3-bromo-4-cyano-5-nitropyridin-2-yl)-3-(hydroxymethyl)piperazine-1-carboxylate